C(CCCCCCCCCCCCCCCCC)[N+](=CCCCCCCCCCCCCCCCCC)[O-] N-octadecyl-alpha-heptadecyl-nitrone